FC1(CN(CC1)C1=CC=C2CCN(C2=C1)C(CCCCCC(=O)O)=O)F 7-(6-(3,3-difluoropyrrolidin-1-yl)indolin-1-yl)-7-oxoheptanoic acid